2-(3-Fluoropyridin-4-yl)-N-(1,1,1-trifluoro-2-methylpropan-2-yl)pyrido[3,4-d]Pyrimidin-4-amine FC=1C=NC=CC1C=1N=C(C2=C(N1)C=NC=C2)NC(C(F)(F)F)(C)C